COC1=NN(C(=C1)CN1C(=NC2=NC=C(C=C21)C=2C=CN1N=CN=C(C12)OC)C)C 1-((3-methoxy-1-methyl-1H-pyrazol-5-yl)methyl)-6-(4-methoxypyrrolo[2,1-f][1,2,4]triazin-5-yl)-2-methyl-1H-imidazo[4,5-b]pyridine